N-(5-(3-((1R,4S)-2-azabicyclo[2.2.1]heptan-2-yl)propanamido)-2-methylpyridin-3-yl)-2-(1-(2-methoxyethyl)-1H-pyrazol-4-yl)pyrazolo[5,1-b]thiazole-7-carboxamide [C@@H]12N(C[C@@H](CC1)C2)CCC(=O)NC=2C=C(C(=NC2)C)NC(=O)C=2C=NN1C2SC(=C1)C=1C=NN(C1)CCOC